1,4-bis(2-trifluoromethyl-4-aminophenoxy)benzene methyl-(2R,3S)-3-hydroxy-2-({6-[(1-methylcyclopropyl)sulfamoyl]-3-[(1-methylpyrazol-4-yl)methyl]-4-oxoquinazolin-2-yl}amino)butanoate COC([C@@H]([C@H](C)O)NC1=NC2=CC=C(C=C2C(N1CC=1C=NN(C1)C)=O)S(NC1(CC1)C)(=O)=O)=O.FC(C1=C(OC2=CC=C(C=C2)OC2=C(C=C(C=C2)N)C(F)(F)F)C=CC(=C1)N)(F)F